NC1=CC(=C(C#N)C=C1)C(C)(C)O 4-amino-2-(2-hydroxypropan-2-yl)benzonitrile